O1CCOC2=NC(=CC=C21)/C=C/C(=O)OCC (E)-ethyl 3-(2,3-dihydro-[1,4]dioxino[2,3-b]pyridin-6-yl)acrylate